3-(chlorobenzene-4-sulfinyl)-propionic acid tert-butyl ester C(C)(C)(C)OC(CCS(=O)C1=CC=C(C=C1)Cl)=O